N1N=CC(=C1)C1CCN(CC1)C(=O)OC(C)(C)C tert-butyl 4-(1H-pyrazol-4-yl)piperidine-1-carboxylate